COC1=CC=C(C=C1)C[N-]CC1=CC=C(C=C1)OC bis[(4-methoxyphenyl)methyl]amide